2-(4-fluorophenyl)-6-(2-tetrahydrofuryl)-1,2,4-triazine FC1=CC=C(C=C1)N1NC(=CN=C1)C1OCCC1